C(C)N(CC)CCCCCN(CCCCCN(CC)CC)CCCCCN(CC)CC tris(5-(N,N-diethyl-amino)pentyl)amine